COC=1C(=CC=2C3=C(C=NC2C1)N(C(N3C3=NC=CC=N3)=O)C)C=3C=NN(C3)C 7-Methoxy-3-methyl-8-(1-methyl-1H-pyrazol-4-yl)-1-pyrimidin-2-yl-1,3-dihydro-imidazo[4,5-c]quinolin-2-one